FC=1C(=C(C=CC1F)C(=O)N1CC(C1)NCC)NC1=C(C=C(C=C1)I)F 1-({3,4-difluoro-2-[(2-fluoro-4-iodophenyl)amino]phenyl}carbonyl)-N-ethylazetidin-3-amine